3-hydroxy-3-(4-methylphenyl)butanal OC(CC=O)(C)C1=CC=C(C=C1)C